tritetradecyl-amine C(CCCCCCCCCCCCC)N(CCCCCCCCCCCCCC)CCCCCCCCCCCCCC